4'-pentylbiphenyl-boronic acid methyl-(2-((tert-butoxycarbonyl)amino)-2-methylpropyl)(1-(3-(trifluoromethyl)phenyl)cyclopropyl)carbamate COC(N(C1(CC1)C1=CC(=CC=C1)C(F)(F)F)CC(C)(C)NC(=O)OC(C)(C)C)=O.C(CCCC)C1=CC=C(C=C1)C=1C(=CC=CC1)B(O)O